FC1=C(C2=C(NC=3CC(NC(C3C2(C2=CC=CC=C2)C)=O)(C)C)N=C1)C#N 3-fluoro-5,8,8-trimethyl-6-oxo-5-phenyl-5,6,7,8,9,10-hexahydropyrido[2,3-b][1,6]naphthyridine-4-carbonitrile